Ethyl (R)-5-(dimethylamino)naphthalene-1-sulfinate CN(C1=C2C=CC=C(C2=CC=C1)[S@](=O)OCC)C